1,2-bis(N-methylimidazolyl)ethane bromide [Br-].CN1C(=NC=C1)CCC=1N(C=CN1)C